3-(4-Bromo-3,5-diisopropylphenyl)-3-fluorooxetane BrC1=C(C=C(C=C1C(C)C)C1(COC1)F)C(C)C